2-((2-((6-methoxy-2-methyl-1,2,3,4-tetrahydroisoquinolin-7-yl)amino)-5-(1-methyl-1H-pyrazol-4-yl)-7H-pyrrolo[2,3-d]pyrimidin-4-yl)amino)-N,N-dimethylbenzenesulfonamide COC=1C=C2CCN(CC2=CC1NC=1N=C(C2=C(N1)NC=C2C=2C=NN(C2)C)NC2=C(C=CC=C2)S(=O)(=O)N(C)C)C